FC1=CC(=CC2=C1OC(C(O2)([2H])[2H])([2H])[2H])OC2CCN(CC2)C=2C(=CC=1N(N2)C(C=CN1)=O)C 7-(4-((8-fluoro-2,3-dihydrobenzo[b][1,4]dioxin-6-yl-2,2,3,3-d4)oxy)piperidin-1-yl)-8-methyl-4H-pyrimido[1,2-b]pyridazin-4-one